N-(tert-butyl)-2-((2-(4-(2-hydroxy-2-methylpropoxy)pyridin-2-yl)-6,7-dihydro-5H-cyclopenta[d]pyrimidin-4-yl)(methyl)amino)acetamide C(C)(C)(C)NC(CN(C)C=1C2=C(N=C(N1)C1=NC=CC(=C1)OCC(C)(C)O)CCC2)=O